C(C)N1N=CC(=C1)C1=CC(=NC(=C1F)C)C1=NOC(=N1)C=1SC=C(N1)C 3-(4-(1-ethyl-1H-pyrazol-4-yl)-5-fluoro-6-methylpyridin-2-yl)-5-(4-methylthiazol-2-yl)-1,2,4-oxadiazole